C(CCCCC)NC[Si](OCC)(C)C N-hexyl-aminomethyldimethylethoxysilane